(4R,12AS)-3,4,6,8,12,12A-hexahydro-7-methoxyl-4-methyl-6,8-dioxo-2H-pyrido[1',2':4,5]pyrazino[2,1-B][1,3]oxazine-9-carboxylic acid O(C)C=1C(C(=CN2C[C@@H]3OCC[C@H](N3C(C21)=O)C)C(=O)O)=O